C1(CCCCC1)C1=CC=C(C=C1)NC=1C2=C(N=C(N1)N1CC(OCC1)C)[N+](=CC=C2)[O-] 4-((4-cyclohexylphenyl)amino)-2-(2-methylmorpholino)pyrido[2,3-d]pyrimidine 8-oxide